2-[(3S,4S)-1-[1-(2,6-dioxo-3-piperidyl)-3-methyl-2-oxo-benzimidazol-5-yl]-3-methyl-4-piperidyl]-N-[5-fluoro-7-hydroxy-6-(1,1,4-trioxo-1,2,5-thiadiazolidin-2-yl)-2-naphthyl]acetamide O=C1NC(CCC1N1C(N(C2=C1C=CC(=C2)N2C[C@H]([C@@H](CC2)CC(=O)NC2=CC1=CC(=C(C(=C1C=C2)F)N2S(NC(C2)=O)(=O)=O)O)C)C)=O)=O